E-2-chloro-4-(pyrrolidin-1-ylmethyl)-7H-pyrrolo[2,3-d]pyrimidine ClC=1N=C(C2=C(N1)NC=C2)CN2CCCC2